NC1=CC(=NC=N1)NC1=CC2=C(C(NC23CCCCC3)=O)S1 2'-((6-aminopyrimidin-4-yl)amino)spiro[cyclohexane-1,4'-thieno[2,3-c]pyrrol]-6'(5'H)-one